3-amino-6-chloro-5-(4-fluorophenyl)pyrazine-2-carboxamide NC=1C(=NC(=C(N1)C1=CC=C(C=C1)F)Cl)C(=O)N